tri(pyridine) boron [B].N1=CC=CC=C1.N1=CC=CC=C1.N1=CC=CC=C1